C(=O)OCC(CO)(C)CN1C(=NC=2C(=NC=3CCCCC3C21)N)CCCC 2-((4-amino-2-butyl-6,7,8,9-tetrahydro-1H-imidazo[4,5-c]quinolin-1-yl)methyl)-2-methylpropane-1,3-diol formate